(2,3-dimethylphenyl)-3-iodo-6-methoxy-1-(4-methoxybenzyl)-1H-pyrazolo[4,3-b]pyridine CC1=C(C=CC=C1C)C1=C(C=C2C(=N1)C(=NN2CC2=CC=C(C=C2)OC)I)OC